NC=1C2=C(N=C(N1)Cl)N(C=C2C#C)[C@@H]2S[C@@H]([C@@H]1[C@H]2OC(O1)(C)C)CO ((3aS,4R,6R,6aR)-6-(4-amino-2-chloro-5-ethynyl-7H-pyrrolo[2,3-d]pyrimidin-7-yl)-2,2-dimethyltetrahydrothieno[3,4-d][1,3]dioxol-4-yl)methanol